n-amyl-p-bromophenol C(CCCC)C1=C(C=CC(=C1)Br)O